C(CC)(=O)OC12CC3CC(CC(C1)C3)C2 (3s,5s,7s)-adamantan-1-yl propionate